BrC=1N=NSC1 Bromothiadiazole